(E)-6-(1,3-Dioxolan-2-yl)hex-3-en-1-ol O1C(OCC1)CC/C=C/CCO